C(CCCCCCCCCCC)(=O)OC1=C(C=C(C=C1)CC=C)C1=CC(=C(C=C1)O)CC=C 3',5-diallyl-4'-hydroxy-[1,1'-biphenyl]-2-yl dodecanoate